C(C1=CC=CC=C1)OC(=O)C1COC2=C(C=CC=C2C1)Br.FC1=C2C=CNC2=CC(=C1OC=1C=CC(=C(C1)C=1NC(=CN1)[C@H]1COC2=C(C=CC=C2C1)CC(=O)O)F)F (S)-2-(3-(2-(5-((4,6-difluoro-1H-indol-5-yl)oxy)-2-fluorophenyl)-1H-imidazol-5-yl)chroman-8-yl)acetic acid Benzyl-8-bromochromane-3-carboxylate